C(C)OC=1C=C(C=CC1)C1=CN=C(O1)CSC1=NC(=CC(=N1)N)C 2-({[5-(3-Ethoxyphenyl)-1,3-oxazol-2-yl]methyl}sulfanyl)-6-methylpyrimidin-4-amin